tert-Butyl N-[4-[5-chloro-7-(oxetan-3-ylmethoxy)-1,3-dihydrofuro[3,4-f]quinolin-4-yl]-3-cyano-7-fluoro-benzothiophen-2-yl]carbamate ClC=1C(=C2C(=C3C=CC(=NC13)OCC1COC1)COC2)C2=CC=C(C1=C2C(=C(S1)NC(OC(C)(C)C)=O)C#N)F